4-((2-(4-hydroxybenzoyl)hydrazino)sulfonyl)benzamidine OC1=CC=C(C(=O)NNS(=O)(=O)C2=CC=C(C(=N)N)C=C2)C=C1